C1(CC1)OC=1C=C(C=CC1)C1=CC=2C=NN(C(C2CC1)=O)C1=NC=CC=C1 6-(3-cyclopropoxyphenyl)-2-(pyridin-2-yl)-7,8-dihydro-phthalazin-1(2H)-one